FC1=CC=C(CN2C=CC3=C(C=C(C=C23)C2=CN(C3=C(N=CC=C32)O)CC(C=C)=O)NS(=O)(=O)C)C=C1 N-(1-(4-fluorobenzyl)-6-(7-hydroxy-1-(2-oxobut-3-en-1-yl)-1H-pyrrolo[2,3-c]pyridin-3-yl)-1H-indol-4-yl)-methanesulfonamide